3,5-dichloro-pentanone ClC(C(C)=O)CCCl